1-(3-Phenoxyphenyl)-3-azabicyclo[3.1.0]hexane O(C1=CC=CC=C1)C=1C=C(C=CC1)C12CNCC2C1